C(CCCCCCCC)(=O)C([C@](O)([C@](O)(COC(CCCCCCCC)=O)C(CCCCCCCC)=O)C(CCCCCCCC)=O)O 1,2,3,4-O-tetranonoyl-erythritol